(4S)-6-(6-benzyloxy-3-fluoro-2-pyridinyl)-7-chloro-2,4-dimethyl-8-(trifluoromethyl)-4H-imidazo[1,2-a][1,4]benzodiazepine C(C1=CC=CC=C1)OC1=CC=C(C(=N1)C1=N[C@H](C=2N(C3=C1C(=C(C=C3)C(F)(F)F)Cl)C=C(N2)C)C)F